ClC=1C=C(C=CC1F)NC1=NC=NC2=CC(=C(C=C12)NC(C=CCN(C)C)=O)O[C@@H]1COCC1 N-[4-[(3-Chloro-4-fluorophenyl)amino]-7-[[(3S)-tetrahydro-3-furanyl]oxy]-6-quinazolinyl]-4-(dimethylamino)-butenamide